[Si](C)(C)(C(C)(C)C)OC=1C=C2C(=NN(C2=CC1)C1OCCCC1)C=1C=C(C=CC1)CCCOCC[C@@H](C)O (2R)-4-[3-[3-[5-[tert-butyl(dimethyl)silyl]oxy-1-tetrahydropyran-2-yl-indazol-3-yl]phenyl]propoxy]butan-2-ol